C(C=C)(=O)OC(CCCCCOC1=CC=C(C(=O)OC2=CC=C(C=C2)C2=CC=CC=C2)C=C1)CC 4'-(4-(6-(acryloyloxy)octyloxy)benzoyloxy)-1,1'-biphenyl